Cyanomethyl (S)-2-((tert-butoxy-carbonyl)amino)-3-(2-cyano-1-meth-yl-1H-benzo[d]imidazol-6-yl)propanoate C(C)(C)(C)OC(=O)N[C@H](C(=O)OCC#N)CC=1C=CC2=C(N(C(=N2)C#N)C)C1